N-(2-nitrophenyl)phosphoric acid triamide [N+](=O)([O-])C1=C(C=CC=C1)NP(N)(N)=O